C(#N)C=1C=CC(=C2C=CC=NC12)N1CC2(CC2(C1)C(F)(F)F)CN1CCN(CC1)C(=O)[O-] 4-((3-(8-cyanoquinolin-5-yl)-5-(trifluoromethyl)-3-azabicyclo[3.1.0]hexane-1-yl)methyl)piperazine-1-carboxylate